C(C)(=O)N1CCC(CC1)C1=NN(C=2C=CC=C(C12)C1=C(C=C2C=NN(C2=C1)C)F)CC(=O)NC1=C(C(=CC=C1)C#N)C 2-(3-(1-acetylpiperidin-4-yl)-5'-fluoro-1'-methyl-1H,1'H-[4,6'-biindazol]-1-yl)-N-(3-cyano-2-methylphenyl)acetamide